3-(2-chloro-3-(1-((1-methyl-1H-imidazol-5-yl)methyl)-1H-indazol-5-yl)phenyl)piperidine-2,6-dione ClC1=C(C=CC=C1C=1C=C2C=NN(C2=CC1)CC1=CN=CN1C)C1C(NC(CC1)=O)=O